N'-neopentyl-(pyridin-2-yl-ethyl)-1,2-diaminobenzene C(C(C)(C)C)NC1=C(C=CC=C1CCC1=NC=CC=C1)N